NC=1N(C=CN1)C=1C=NN2C1N=C(C=C2)N2[C@H](CCC2)C=2C(=NC=C(C2)F)O (R)-3-(1-(3-(2-amino-1H-imidazol-1-yl)pyrazolo[1,5-a]pyrimidin-5-yl)pyrrolidin-2-yl)-5-fluoropyridin-2-ol